ClC1=CC=C(CN2C(NC(N=C2)=O)=O)C=C1 1-(4-chlorobenzyl)-1,3,5-triazin-2,4-dione